penta(ethyleneoxy)tridecyl-dimethylsilylpropyl chloride C(COC(CCCCCCCCCCCC(OCCCl)(OCCCl)OCCCl)(OCCCl)C(CCCl)[SiH](C)C)Cl